1-(4-(5-(difluoromethyl)-1,3,4-oxadiazole-2-yl)-2-fluorobenzyl)-5-(furan-3-yl)-3-(1-methylpiperidine-4-yl)-1,3-dihydro-2H-benzo[d]imidazole-2-one FC(C1=NN=C(O1)C1=CC(=C(CN2C(N(C3=C2C=CC(=C3)C3=COC=C3)C3CCN(CC3)C)=O)C=C1)F)F